C(CCC)S(=O)(=O)N[C@@H](CC1=CC=C(C=C1)OCCC(CC1CCNCC1)Cl)C(=O)O N-(butanesulfonyl)-O-[3-chloro-4-(4-piperidinyl)butyl]-L-tyrosine